FC(C(=O)O)(F)F.FC(C(=O)O)(F)F.NC[C@@H](CNC=1C=CC(=C(C(=O)N[C@H](C)C2=CC=CC3=CC=CC=C23)C1)C)NC[C@@H]1NCCC1 5-(((S)-3-amino-2-((((R)-pyrrolidin-2-yl)methyl)amino)propyl)amino)-2-methyl-N-((R)-1-(naphthalen-1-yl)ethyl)benzamide bis(2,2,2-trifluoroacetate)